N1N=CC(=C1)C1=NNC2=CC(=CC=C12)NC=1C=C(C=CC1)NC(=O)NC1=CC(=CC=C1)C(C)(C)C 1-(3-((3-(1H-pyrazol-4-yl)-1H-indazol-6-yl)amino)phenyl)-3-(3-(tert-butyl)phenyl)urea